NC([C@H](CCC(=O)OC(C)(C)C)N1C(C2=CC=C(C=C2C1)C[C@@H]1[C@H](CCC(C1)CO)NC(=O)OC(C)(C)C)=O)=O tert-butyl (4S)-5-amino-4-(5-(((1R,2S)-2-((tert-butoxycarbonyl)amino)-5-(hydroxymethyl) cyclohexyl) methyl)-1-oxoisoindolin-2-yl)-5-oxopentanoate